Cl.Cl.N1(CCC12CNCCC2)C=2SC1=C(N=NC(=C1)C1=C(C=C(C=C1)C=1C=NNC1)O)N2 2-[6-(1,6-diazaspiro[3.5]non-1-yl)[1,3]thiazolo[4,5-c]pyridazin-3-yl]-5-(1H-pyrazol-4-yl)phenol dihydrochloride